C(C1=CC=CC=C1)OC(=O)NCCC1(CCC1)C[C@H](C(=O)OC)[C@@H](C)NC(=O)OC(C)(C)C Methyl (2S,3R)-2-((1-(2-(((benzyloxy)carbonyl)amino)ethyl)cyclobutyl)methyl)-3-((tert-butoxycarbonyl)amino)butanoate